(4-methyl-2-phenylpiperazin-1-yl)-[4-(5-methyl-4H-1,2,4-triazol-3-yl)-2-(3-propan-2-ylpyrrolidin-1-yl)phenyl]methanone CN1CC(N(CC1)C(=O)C1=C(C=C(C=C1)C1=NN=C(N1)C)N1CC(CC1)C(C)C)C1=CC=CC=C1